4-(3-((2,2-difluoroethyl)(3-fluoro-9-methylpyrido[3,2-e][1,2,4]triazolo[4,3-a]pyrimidin-5-yl)amino)-5-fluorophenyl)-2-methylbut-3-yn-2-ol FC(CN(C=1C=C(C=C(C1)F)C#CC(C)(O)C)C1=NC=2N(C3=C1C=C(C=N3)F)C(=NN2)C)F